C(C)(=O)NCCNC(SC)=S Methyl (2-acetamidoethyl)dithiocarbamate